N1=C(C=CC2=CC=CC=C12)C=O 2-QUINOLINECARBOXALDEHYDE